C(#C)C1=C(C=CC=C1)OC1CCCCC1 1-Ethynyl-2-cyclohexyloxybenzene